6-(3-(2-(1-(2,5-difluorophenyl)cyclopropoxy)acetyl)-3,8-diazabicyclo[3.2.1]octan-8-yl)nicotinonitrile FC1=C(C=C(C=C1)F)C1(CC1)OCC(=O)N1CC2CCC(C1)N2C2=NC=C(C#N)C=C2